N1=C(C=CC=C1)C=1C=CC=C2C(=NC=NC12)N 8-(pyridin-2-yl)quinazolin-4-amine